2-(dimethylvinylsilyl)pyridine CC(=C[SiH2]C1=NC=CC=C1)C